COC1=C(C=C2C(=NN=C(C2=C1)NC(C)C=1C(=C(C#N)C=CC1)C)C)CN1CCOCC1 3-(1-((7-methoxy-4-methyl-6-(morpholinomethyl)phthalazin-1-yl)amino)ethyl)-2-methylbenzonitrile